FC1=C(C(=C(C(=C1[B-](C1=C(C(=C(C(=C1F)F)F)F)F)(C1=C(C(=C(C(=C1F)F)F)F)F)C1=C(C(=C(C(=C1F)F)F)F)F)F)F)F)F.C1(=C(C=CC=C1)[IH+](C1=C(C=CC=C1)C(C)C)C1=C(C=CC=C1)C(C)C)C(C)C (tricumenyl)iodonium tetrakis(pentafluorophenyl)borate